C(C)(=O)N[C@@H]1C(O)O[C@@H]([C@H]([C@@H]1O)O)CO N-ACETYL-D-MANNOSAMIN